CC1=C(C(NC(=C1)C)=O)CC1=C(C(=C(C(=O)N)C(=C1C=1C=C2CCC(C2=CC1)N1CCOCC1)F)C)N(C1CCOCC1)CC ((4,6-dimethyl-2-oxo-1,2-dihydropyridin-3-yl)methyl)-3-(ethyl-(tetrahydro-2H-pyran-4-yl)amino)-6-fluoro-2-methyl-5-(1-morpholino-2,3-dihydro-1H-inden-5-yl)benzamide